C(C)OC(=O)C1=C(N(C2=CC=C(C=C12)OC)C=1C=NN(C1)CC)C 1-(1-ethyl-1H-pyrazol-4-yl)-5-methoxy-2-methyl-1H-indole-3-carboxylic acid ethyl ester